CN(C1=CC(=C2C=CC=CN12)[Se]C1=CC=CC=C1)C N,N-dimethyl-1-(PHENYLSELANYL)indolizin-3-amine